C(C)(C)(C)OC(=O)NCCCN(CCCCCCCC(=O)OCCC(CCC)CCC)CCCCCCCC(OC(CCCCC)CCCCC)=O 3-Propylhexyl 8-((3-((tert-butoxycarbonyl)amino)propyl)(8-oxo-8-(undecan-6-yloxy)octyl)amino)octanoate